N-[3-[5-chloro-2-(difluoromethoxy)phenyl]-1-[[1-(1-methylazetidin-3-yl)tetrazol-5-yl]methyl]pyrazol-4-yl]pyrazolo[1,5-a]pyrimidine-3-carboxamide ClC=1C=CC(=C(C1)C1=NN(C=C1NC(=O)C=1C=NN2C1N=CC=C2)CC2=NN=NN2C2CN(C2)C)OC(F)F